BrC=1C=CC(=C(C1)S(=O)(=O)NC(C)(C)C)OC 5-bromo-N-(tert-butyl)-2-methoxybenzenesulfonamide